C(C)[S@](=O)(=N)C=1C=C(C=NC1C1=NC2=C(C=NC(=C2)C(F)(F)F)N1C)C1(CC1)C#N (R)-1-[5-(ethylsulfonimidoyl)-6-[3-methyl-6-(trifluoromethyl)imidazo[4,5-c]pyridin-2-yl]-3-pyridyl]cyclopropanecarbonitrile